N-[4-(3-cyanophenyl)-5-(4-methyl-quinazolin-6-yl)thiazol-2-yl]-6-methyl-2,6-diazaspiro[3.3]heptane-2-carboxamide C(#N)C=1C=C(C=CC1)C=1N=C(SC1C=1C=C2C(=NC=NC2=CC1)C)NC(=O)N1CC2(C1)CN(C2)C